C1(CC1)CCCCC(=O)N1[C@H](C2=CC=CC=C2[C@H](C1)C=1C=NN(C1C)C)C 5-cyclopropyl-1-[(1S,4S)-4-(1,5-dimethylpyrazol-4-yl)-1-methyl-3,4-dihydro-1H-isoquinolin-2-yl]pentan-1-one